2-methyl-2-[5-[(3S)-3-amino-5,5,7-trifluoro-1-[[2-fluoro-6-[4-(trifluoromethyl)pyrazol-1-yl]-3-pyridyl]methyl]-2-oxo-3,4-dihydro-1-benzazepin-8-yl]-1,3,4-oxadiazol-2-yl]propanenitrile CC(C#N)(C)C=1OC(=NN1)C1=CC2=C(C(C[C@@H](C(N2CC=2C(=NC(=CC2)N2N=CC(=C2)C(F)(F)F)F)=O)N)(F)F)C=C1F